N1CCC(CC1)CCCC1CCNCC1 1,3-di(4-piperidyl)propane